C(C)(C)C1=C2C=CN=CC2=CN=C1 5-isopropyl-2,7-naphthyridin